4-amino-6-chlorobenzene-1,3-disulphonamide NC1=C(C=C(C(=C1)Cl)S(=O)(=O)N)S(=O)(=O)N